2-(ethylthio)-3-(5-(2,2,3,3,3-pentafluoropropoxy)pyrazin-2-yl)pyrazolo[1,5-a]pyrimidin-7(4H)-one C(C)SC1=NN2C(NC=CC2=O)=C1C1=NC=C(N=C1)OCC(C(F)(F)F)(F)F